1-(2-(2,6-dioxopiperidin-3-yl)-1-oxoisoindolin-4-yl)azetidine-3-carbaldehyde O=C1NC(CCC1N1C(C2=CC=CC(=C2C1)N1CC(C1)C=O)=O)=O